1-(4-(ethyl-(2-hydroxyethyl)amino)phenyl)-2,2-difluoroethane-1-ol C(C)N(C1=CC=C(C=C1)C(C(F)F)O)CCO